6-[5-(2-methoxyphenyl)-1,3,4-oxadiazol-2-yl]-2,3-dihydro-1,3-benzoxazol-2-one trifluoroacetate FC(C(=O)O)(F)F.COC1=C(C=CC=C1)C1=NN=C(O1)C1=CC2=C(NC(O2)=O)C=C1